tert-butyl 2-(2-(ethoxycarbonyl)cyclopropyl)-6-isopropyl-5-(8-methyl-[1,2,4]triazolo[1,5-a]pyridin-6-yl)-4H-thieno[3,2-b]pyrrole-4-carboxylate C(C)OC(=O)C1C(C1)C1=CC=2N(C(=C(C2S1)C(C)C)C=1C=C(C=2N(C1)N=CN2)C)C(=O)OC(C)(C)C